methyl (S)-2-(2,6-difluoro-4-(((R)-1,1,1-trifluorobutan-2-yl)amino) benzamido)-3-(7-(1-methyl-2-oxo-1,2-dihydroquinolin-3-yl)-1,3-dihydroisobenzofuran-4-yl)propanoate FC1=C(C(=O)N[C@H](C(=O)OC)CC2=C3COCC3=C(C=C2)C=2C(N(C3=CC=CC=C3C2)C)=O)C(=CC(=C1)N[C@@H](C(F)(F)F)CC)F